tert-butyl (2R)-2-[[(2S,3R,4R,5S,6S)-4,5-dihydroxy-2-methyl-6-[(8-methyl-9-tetrahydropyran-2-yl-purin-6-yl)amino]tetrahydropyran-3-yl]carbamoyl]pyrrolidine-1-carboxylate O[C@@H]1[C@H]([C@@H](O[C@@H]([C@H]1O)NC1=C2N=C(N(C2=NC=N1)C1OCCCC1)C)C)NC(=O)[C@@H]1N(CCC1)C(=O)OC(C)(C)C